(5,6-dichloro-2-isopropylpyrimidin-4-yl)-1λ6-thiomorpholine-1,1-dione ClC=1C(=NC(=NC1Cl)C(C)C)N1CCS(CC1)(=O)=O